N-{4-[2-(2-aminopyrimidin-5-yl)ethynyl]-3-fluoropyridin-2-yl}-5-chloro-2-methoxypyridine-3-sulfonamide NC1=NC=C(C=N1)C#CC1=C(C(=NC=C1)NS(=O)(=O)C=1C(=NC=C(C1)Cl)OC)F